CC1(CCC=2C1=NC1=C(C2NC(=O)N=[S@@](=O)(N)C=2C=NC=C(C2)C(C)(C)O)CCC1)C (S)-N'-((3,3-dimethyl-1,2,3,5,6,7-hexahydrodicyclopenta[b,e]pyridin-8-yl)carbamoyl)-5-(2-hydroxypropan-2-yl)pyridine-3-sulfonimidamide